COC1=C(C=CC=C1)C(CN1C(NC(C2=C1SC(=C2C)C=2OC=CN2)=O)=O)OC2CCOCC2 (2-(2-methoxyphenyl)-2-((tetrahydro-2H-pyran-4-yl)oxy)ethyl)-5-methyl-6-(oxazol-2-yl)thieno[2,3-d]Pyrimidine-2,4(1H,3H)-dione